BrCCC1CN(C1)C1=CC=C(C=C1)C1C(NC(CC1)=O)=O 3-(4-(3-(2-bromoethyl)azetidin-1-yl)phenyl)piperidine-2,6-dione